C(C)(C)(C)OC(=O)N[C@@H](CCC1=C(C(=O)OC)C=C(C=C1)F)C methyl (R)-2-(3-((t-butoxycarbonyl) amino) butyl)-5-fluorobenzoate